(2S,4S)-N-{3-[2-(4-chloro-3-fluorophenoxy)acetamido]bicyclo[1.1.1]pentan-1-yl}-4-hydroxy-3,4-dihydro-2H-1-benzopyran-2-carboxamide ClC1=C(C=C(OCC(=O)NC23CC(C2)(C3)NC(=O)[C@H]3OC2=C([C@H](C3)O)C=CC=C2)C=C1)F